ClC1=CC=C2C(=N1)N(C(=C2)C2=NC=1C(=CC=3CCN(C(C3C1)=O)C[C@@H]1NCCOC1)N2C)CC2CC2 (S)-2-(6-chloro-1-(cyclopropylmethyl)-1H-pyrrolo[2,3-b]pyridin-2-yl)-1-methyl-6-(morpholin-3-ylmethyl)-1,6,7,8-tetrahydro-5H-imidazo[4,5-g]isoquinolin-5-one